(3S,4S)-4-Phenyl-3-(phenylamino)pentan-2-one C1(=CC=CC=C1)[C@@H]([C@@H](C(C)=O)NC1=CC=CC=C1)C